COC(=O)CN(CCN)CCN N'-[(methoxycarbonyl)methyl]diethylenetriamine